5-Chloro-2-(pyrimidin-5-yl)pyridin-3-yl 3-deoxy-3-[4-(3,4,5-trifluorophenyl)-1H-1,2,3-triazol-1-yl]-2-O-methyl-1-thio-α-D-galactopyranoside FC=1C=C(C=C(C1F)F)C=1N=NN(C1)[C@@H]1[C@H]([C@@H](SC=2C(=NC=C(C2)Cl)C=2C=NC=NC2)O[C@@H]([C@@H]1O)CO)OC